COC=1C=C2C(=NC1)C=CN2 6-methyloxy-pyrrolo[3,2-b]pyridine